5-[2-chloro-6-(tetrahydropyran-4-ylmethyl)phenyl]isothiazole ClC1=C(C(=CC=C1)CC1CCOCC1)C1=CC=NS1